ClC1=CC(=NC=C1)[C@@H]1[C@H](C1)C(=O)NC1=NC=NC(=C1)NCC=1N=C2N(C=C(C=C2N2C(OCC2)=O)C2CC2)C1 |r| rac-(1S*,2S*)-2-(4-chloropyridin-2-yl)-N-(6-(((6-cyclopropyl-8-(2-oxooxazolidin-3-yl)imidazo[1,2-a]pyridin-2-yl)methyl)amino)pyrimidin-4-yl)cyclopropane-1-carboxamide